FC=1C(=C(C=CC1F)C1C(SC(C1)(C(F)(F)F)C)C(=O)NC1=NC=C(C=N1)OB(O)O)OC (2-(3-(3,4-difluoro-2-methoxyphenyl)-5-methyl-5-(trifluoromethyl)tetrahydrothiophene-2-carboxamido)pyrimidin-5-yl)boric acid